bis(2,6-di-tert-butyl-4-methylphenoxy)(methyl)aluminum C(C)(C)(C)C1=C(O[Al](C)OC2=C(C=C(C=C2C(C)(C)C)C)C(C)(C)C)C(=CC(=C1)C)C(C)(C)C